NC1=C(NC)C=CC=C1 2-amino-N-methyl-aniline